17-((2-(2,6-dioxopiperidin-3-yl)-1,3-dioxoisoindolin-5-yl)oxy)-3,6,9,12,15-pentaoxaheptadecane O=C1NC(CCC1N1C(C2=CC=C(C=C2C1=O)OCCOCCOCCOCCOCCOCC)=O)=O